ClC=1C(=C(C=C(C1)OC)CNC(OCC1C2=CC=CC=C2C=2C=CC=CC12)=O)SC1=C(C=CC=C1)C=O fluoren-9-ylmethyl N-[[3-chloro-2-(2-formylphenyl)sulfanyl-5-methoxy-phenyl]methyl]carbamate